(7S,8S)-7-((S)-5H-imidazo[5,1-a]isoindol-5-yl)-5,6,7,8-tetrahydroimidazo[1,5-a]pyridin-8-ol C=1N=CN2C1C1=CC=CC=C1[C@@H]2[C@H]2[C@@H](C=1N(CC2)C=NC1)O